2-Nitro-6-(trifluoromethyl)aniline tert-butyl-N-[4-chloro-6-(2-isobutyl-6-methyl-phenyl)-5-methyl-pyrimidin-2-yl]carbamate C(C)(C)(C)OC(NC1=NC(=C(C(=N1)Cl)C)C1=C(C=CC=C1C)CC(C)C)=O.[N+](=O)([O-])C1=C(N)C(=CC=C1)C(F)(F)F